ClC1=CC=C(S1)CN(C1=CC(=NN1C(=O)C1=C(OC=C1)C)C1OCC1C(F)(F)F)C N-[(5-Chlorothiophen-2-yl)methyl]-N-methyl-1-(2-methylfuran-3-carbonyl)-3-[3-(trifluoromethyl)oxetan-2-yl]-1H-pyrazol-5-amin